2-(3,3-difluorocyclobutyl)pyridazin-3(2H)-one FC1(CC(C1)N1N=CC=CC1=O)F